rac-tert-butyl (3R,4R)-3-(4-((diphenylmethylene)amino)phenyl)-4-fluoropyrrolidine-1-carboxylate C1(=CC=CC=C1)C(C1=CC=CC=C1)=NC1=CC=C(C=C1)[C@@H]1CN(C[C@@H]1F)C(=O)OC(C)(C)C |r|